ClC1=CC(=NC=C1C(=O)NC1=C(C=CC(=C1)OC)OC)Cl 4,6-Dichloro-N-(2,5-dimethoxyphenyl)nicotinamide